BrC=1C=C(C=CC1)C1(CSC1)C1=NN=CN1C 3-(3-(3-bromophenyl)thietan-3-yl)-4-methyl-4H-1,2,4-triazole